6-chloro-2-methylpyrimidine-4,5-diamine ClC1=C(C(=NC(=N1)C)N)N